8-fluoro-6-(8-fluoro-2-methyl-imidazo[1,2-a]pyridin-6-yl)-2-(4-hydroxypyrrolidin-3-yl)isoquinolin-1-one FC=1C=C(C=C2C=CN(C(C12)=O)C1CNCC1O)C=1C=C(C=2N(C1)C=C(N2)C)F